1-(bicyclo[1.1.1]pent-1-yl)-N-((R)-1-(3-(difluoromethyl)-2-fluorophenyl)ethyl)-4-(((1R,5s,8s)-3-methyl-3-azabicyclo[3.2.1]oct-8-yl)amino)-6-oxo-1,6-dihydropyridine-3-carboxamide C12(CC(C1)C2)N2C=C(C(=CC2=O)NC2[C@H]1CN(C[C@@H]2CC1)C)C(=O)N[C@H](C)C1=C(C(=CC=C1)C(F)F)F